β-amino-β-phenylpropionic acid NC(CC(=O)O)C1=CC=CC=C1